diphenyldecyl phosphite diphenyl-(2-ethylhexyl)phosphite C1(=CC=CC=C1)C(C(CCCC)CC)(P(O)(O)O)C1=CC=CC=C1.P(OCCCCCCCCCC(C1=CC=CC=C1)C1=CC=CC=C1)(O)O